C(C)(=O)OC=CCCCCCCCCCCCC O-Tetradecenyl acetate